COC(=O)C1(CN(C1)C(=O)OC(C)(C)C)\C=C\C1=CC=CC=C1 (E)-3-styrylazetidine-1,3-dicarboxylic acid 1-tert-butyl 3-methyl ester